N-(1-(3-(trifluoromethyl)benzyl)-1H-indol-4-yl)acrylamide FC(C=1C=C(CN2C=CC3=C(C=CC=C23)NC(C=C)=O)C=CC1)(F)F